tert-butyl (6S,7S)-6-(3-bromo-2-fluorobenzyl)-7-(methylsulfonamido)-5-azaspiro[2.4]heptane-5-carboxylate BrC=1C(=C(C[C@@H]2N(CC3(CC3)[C@@H]2NS(=O)(=O)C)C(=O)OC(C)(C)C)C=CC1)F